OCCN1N=CC(=C1)C=1SC=C(N1)C(=O)N 2-(1-(2-hydroxyethyl)-1H-pyrazol-4-yl)thiazole-4-carboxamide